C(C=C)C=1CCCCN(C1C(=C(C)O)C(C)=O)S(=O)(=O)C1=CC2=CC=CC=C2C=C1 6-allyl-7-(1-acetyl-2-hydroxy-1-propenyl)-1-(2-naphthyl)sulfonyl-2,3,4,5-tetrahydro-1H-azepine